2-fluoro-6-methoxy-4-(4,4,5,5-tetramethyl-1,3,2-dioxaborolan-2-yl)benzonitrile FC1=C(C#N)C(=CC(=C1)B1OC(C(O1)(C)C)(C)C)OC